3-bromo-1-(3-(3-nitrophenyl)acryloyl)-5,6-dihydropyridin-2(1H)-one BrC=1C(N(CCC1)C(C=CC1=CC(=CC=C1)[N+](=O)[O-])=O)=O